8-(4-(difluoromethoxy)phenyl)-6-(4-methoxyphenyl)-2-(methylsulfanyl)pyrido[2,3-d]pyrimidin-7(8H)-one FC(OC1=CC=C(C=C1)N1C(C(=CC2=C1N=C(N=C2)SC)C2=CC=C(C=C2)OC)=O)F